(3r,4s)-3-(N-(tert-butoxycarbonyl)-N-(5-tosyl-5H-pyrrolo[2,3-b]pyrazin-2-yl)glycyl)-4-ethylpyrrolidine-1-carboxylic acid benzyl ester C(C1=CC=CC=C1)OC(=O)N1C[C@@H]([C@@H](C1)CC)C(CN(C=1N=C2C(=NC1)N(C=C2)S(=O)(=O)C2=CC=C(C)C=C2)C(=O)OC(C)(C)C)=O